CC1N(C=CC=C1C=C)C=1C=C2CCC(NC2=CC1)=O 2-methyl-N-(2-oxo-3,4-dihydro-1H-quinolin-6-yl)-3-vinyl-pyridine